heptane-1,4,7-triol C(CCC(CCCO)O)O